3-cyano-4-(hydroxymethyl)-N,N-dimethyl-5-(2-methyl-1H-benzimidazol-5-yl)benzamide C(#N)C=1C=C(C(=O)N(C)C)C=C(C1CO)C1=CC2=C(NC(=N2)C)C=C1